N-(2-(4-(4-ethylpiperazine-1-yl)piperidine-1-yl)-4-methoxy-5-((6-((R)-3-(naphthalene-1-yl)isoxazolidine-2-yl)pyrimidine-4-yl)amino)phenyl)acrylamide C(C)N1CCN(CC1)C1CCN(CC1)C1=C(C=C(C(=C1)OC)NC1=NC=NC(=C1)N1OCC[C@@H]1C1=CC=CC2=CC=CC=C12)NC(C=C)=O